lithium bis-fluoro-sulfimide FS(=N)F.[Li]